C1=CC=CC=2C3=CC=CC=C3N(C12)C=1C=C(C=C(C1)N1C2=CC=CC=C2C=2C=CC=CC12)C1=CC=CC=C1 3,5-bis(9H-carbazole-9-yl)biphenyl